C1(CC1)[C@]1(C(N(C[C@H]1C)C=1C=2N(C=C(N1)C=1C=NC=NC1)N=CC2)=O)C#N (3R,4S)-3-cyclopropyl-4-methyl-2-oxo-1-(6-pyrimidin-5-ylpyrazolo[1,5-a]pyrazin-4-yl)pyrrolidine-3-carbonitrile